FC1=C(C=CC(=C1F)OC)C1=CN=C2N1C=CN=C2NC2=CC(=C(C(=O)NCCCCNCC#C)C=C2)CC 4-[[3-(2,3-difluoro-4-methoxy-phenyl)imidazo[1,2-a]pyrazin-8-yl]amino]-2-ethyl-N-[4-(prop-2-ynylamino)butyl]benzamide